Cl.N1CCC(CC1)NC1=C2C=CN(C2=CC=C1)C(C)=O 1-(4-(piperidin-4-ylamino)indol-1-yl)ethan-1-one hydrochloride